(2S)-2-(methoxymethyl)azetidine COC[C@H]1NCC1